O1COC2=C1C=CC=C2CNCC2=CC(=NC=C2)N2CCC(CC2)OC N-(1,3-benzodioxol-4-ylmethyl)-1-[2-(4-methoxy-1-piperidinyl)-4-pyridinyl]methanamine